C(C1=CC=CC=C1)OC=1C(=NC=CC1F)C(=O)O 3-(benzyloxy)-4-fluoropicolinic acid